1-(3-bromo-6-chloropyridin-2-yl)cyclopropane-1-carbaldehyde BrC=1C(=NC(=CC1)Cl)C1(CC1)C=O